((2''R,6'R,7a'R)-2''-Fluorodihydro-5'H-dispiro[cyclopropane-1,1'-pyrrolizine-6',1''-cyclopropan]-7a'(7'H)-yl)methanol F[C@H]1[C@]2(C1)CN1CCC3([C@]1(C2)CO)CC3